5-(4-fluoro-1-isopropyl-2-methyl-1H-benzo[d]imidazol-6-yl)-N-(cis-4-methoxycyclohexyl)pyrrolo[2,1-f][1,2,4]triazin-2-amine FC1=CC(=CC=2N(C(=NC21)C)C(C)C)C=2C=CN1N=C(N=CC12)N[C@@H]1CC[C@@H](CC1)OC